ClC(C(=O)[O-])(C)Cl 2,2-dichloropropionat